ethyne bis(benzyloxybenzoate) C(C1=CC=CC=C1)OC1=C(C(=O)O)C=CC=C1.C(C1=CC=CC=C1)OC1=C(C(=O)O)C=CC=C1.C#C